FC(OC=1N=CC(=NC1)NC1=NNC=C1)F 3-((5-(difluoromethoxy)pyrazin-2-yl)amino)-1H-pyrazol